The molecule is a phosphatidylcholine 34:2 in which the 1- and 2-acyl groups are specified as hexadecanoyl (palmitoyl) and 9Z,12Z-octadecadienoyl (linoleoyl) respectively. It is a phosphatidylcholine 34:2 and a 1-acyl-2-linoleoyl-sn-glycero-3-phosphocholine betaine. CCCCCCCCCCCCCCCC(=O)OC[C@H](COP(=O)([O-])OCC[N+](C)(C)C)OC(=O)CCCCCCC/C=C\\C/C=C\\CCCCC